C(C)(C)(C)C=1C=C(C=C(C1O)C(C)(C)C)CC=CNCCCCCCN 3-(3',5'-di-tert-butyl-4'-hydroxyphenyl)propenyl-hexamethylenediamine